OCCC(C)(O[Si](OCC)(OCC)CCCN)CCO bis(2-hydroxyethyl)-3-aminopropyl-triethoxysilane